C(C)(=O)N[C@H]1[C@@H](O[C@@H]([C@@H]([C@@H]1O)O)CO)OCCCCC(=O)NCCCN [3-[[5-[[2-(acetylamino)-2-deoxy-β-D-galactopyranosyl]oxy]-1-oxopentyl]amino]propyl]amin